(2R,3S)-N-(2-amino-5-tert-butyl-phenyl)-2-[4-(cyclopentylamino)phenyl]-1-(2-fluoro-6-methyl-benzoyl)piperidine-3-carboxamide NC1=C(C=C(C=C1)C(C)(C)C)NC(=O)[C@@H]1[C@@H](N(CCC1)C(C1=C(C=CC=C1C)F)=O)C1=CC=C(C=C1)NC1CCCC1